N1N2C(CC1)=CC=C2 dihydropyrrolo[1,2-b]pyrazole